tert-butyl 7-oxo-9-oxa-3-azabicyclo[3.3.1]nonane-3-carboxylate O=C1CC2CN(CC(C1)O2)C(=O)OC(C)(C)C